CC1=NC=C(C(=C1[O-])C(=O)O)C=O The molecule is a pyridinemonocarboxylate resulting from the deprotonation of the carboxy group of 5-formyl-3-hydroxy-2-methylpyridine-4-carboxylic acid. The major species at pH 7.3. It is a conjugate base of a 5-formyl-3-hydroxy-2-methylpyridine-4-carboxylic acid.